C(C=C)N1SC2=C(C3=C1N=CC=C3)N=C(N=C2)NC2=CC(=C(C=C2)N2CCNCC2)F 6-allyl-N-[3-fluoro-4-(piperazin-1-yl)phenyl]-6H-pyrido[2,3-c]pyrimido[4,5-e][1,2]thiazin-2-amine